C(C)(C)(C)N(C(O)=O)C1=C(C=C(C=C1)Cl)C=O.C(#N)C=1C=C(C=CC1)C=1N=C(SC1C1=CC(=NC(=C1)C)C)NC(=O)N1C[C@H](NCC1)C(F)(F)F (3S)-N-[4-(3-cyanophenyl)-5-(2,6-dimethyl-4-pyridinyl)thiazol-2-yl]-3-(trifluoromethyl)piperazine-1-carboxamide Tert-butyl-(4-chloro-2-formylphenyl)carbamate